C(CC)OCNC(C=C)=O N-(1-propoxymethyl)acrylamide